FC=1C=C(C=CC1)C=CC(=O)C1=CC=CC=C1 3-(3-fluorophenyl)-1-phenyl-2-propen-1-one